C(#N)C1=CC(=C(C=C1)B(O)O)C (4-cyano-2-methylphenyl)boronic acid